4-(4-(2-(5-amino-8-(furan-2-yl)-1-methyl-2-oxo-1H-pyrazolo[5,1-i]purin-3(2H)-yl)ethyl)piperazin-1-yl)-N-(2,3-dihydroxypropyl)-3-fluorobenzamide NC=1N2C(C=3N(C(N(C3N1)CCN1CCN(CC1)C1=C(C=C(C(=O)NCC(CO)O)C=C1)F)=O)C)=CC(=N2)C=2OC=CC2